4-[(3-chloro-2-pyridyl)sulfanyl]-6-[1-[(3S)-3-piperidyl]pyrazol-4-yl]pyrazolo[1,5-a]pyridine-3-carbonitrile ClC=1C(=NC=CC1)SC=1C=2N(C=C(C1)C=1C=NN(C1)[C@@H]1CNCCC1)N=CC2C#N